C1(CC1)C1=NN=C(S1)C(=O)N1[C@@H](C2=C(CC1)NC=N2)C2=NN1C(C(=CC=C1)F)=C2 (S)-(5-cyclopropyl-1,3,4-thiadiazol-2-yl)(4-(4-fluoropyrazolo[1,5-a]pyridin-2-yl)-1,4,6,7-tetrahydro-5H-imidazo[4,5-c]pyridin-5-yl)methanone